4-aminobutyl ((4-(((3R,4R)-1-(2-cyanoacetyl)-4-methylpiperidin-3-yl) (methyl) amino)-7H-pyrrolo[2,3-d]pyrimidin-7-yl) methyl) carbonate hydrochloride Cl.C(OCCCCN)(OCN1C=CC2=C1N=CN=C2N(C)[C@H]2CN(CC[C@H]2C)C(CC#N)=O)=O